C[Si](C#CCCN)(C)C 4-(trimethylsilyl)butan-3-yn-1-amine